methyl 3-(9-((4-(((tert-butoxycarbonyl)amino)methyl)phenyl)carbamoyl)-4,5-dihydrobenzo[b]thieno[2,3-d]oxepin-8-yl)-6-((5-oxopyrrolidin-3-yl)carbamoyl)picolinate C(C)(C)(C)OC(=O)NCC1=CC=C(C=C1)NC(=O)C1=CC2=C(OCCC3=C2SC=C3)C=C1C=1C(=NC(=CC1)C(NC1CNC(C1)=O)=O)C(=O)OC